2-(5-bromopyrimidin-2-yl)-5-[[4-(4-nitrophenyl)-1-piperidyl]methyl]-3,4-dihydro-1H-isoquinoline BrC=1C=NC(=NC1)N1CC2=CC=CC(=C2CC1)CN1CCC(CC1)C1=CC=C(C=C1)[N+](=O)[O-]